4-{[3-(8-{[(3S,4R)-3-fluoro-1-methylpiperidin-4-yl]amino}-3-[(trifluoromethyl)sulfanyl]indolizin-2-yl)prop-2-yn-1-yl]amino}-N1,N3-dimethylbenzene-1,3-dicarboxamide F[C@H]1CN(CC[C@H]1NC1=CC=CN2C(=C(C=C12)C#CCNC1=C(C=C(C=C1)C(=O)NC)C(=O)NC)SC(F)(F)F)C